C(C1=CC=CC=C1)(C1=CC=CC=C1)N1CCN(CC1)C(=O)C=1C=CC=C2CN(C(C12)=O)C1C(NC(CC1)=O)=O 3-(7-(4-benzhydryl-piperazine-1-carbonyl)-1-oxoisoindolin-2-yl)piperidine-2,6-dione